C(C)(C)NN i-propyl-hydrazine